6,6-bis(oct-3-yn-1-yloxy)hexanoic acid 6-bromohexyl ester BrCCCCCCOC(CCCCC(OCCC#CCCCC)OCCC#CCCCC)=O